N-(4-{4-amino-7-methyl-5-[1-(pyrrolidine-1-carbonyl)piperidin-4-yl]-7H-pyrrolo[2,3-d]pyrimidin-6-yl}phenyl)-2-methylpropan-2-enamide NC=1C2=C(N=CN1)N(C(=C2C2CCN(CC2)C(=O)N2CCCC2)C2=CC=C(C=C2)NC(C(=C)C)=O)C